4-Methyl-8-cis-heptadecene CC(CC=C)CCCCCCCCCCCCC